BrC1(C2=CC=CC=C2C=2C=CC=CC12)Br 9,9-dibromo-9H-fluorene